4-azido-butyrate N(=[N+]=[N-])CCCC(=O)[O-]